valine-d5 tert-butyl-3-[4-(2-hydroxyethyl)piperazin-1-yl]azetidine-1-carboxylate C(C)(C)(C)C1N(CC1N1CCN(CC1)CCO)C(=O)O.N([C@@](C(C[2H])(C)[2H])(C(=O)O)[2H])([2H])[2H]